F[Sb-](F)(F)(F)(F)F.F[Sb-](F)(F)(F)(F)F.C1(=CC=CC=C1)SC1=CC=CC=C1 diphenylsulfide bis(hexafluoroantimonate)